7-(1H-1,2,3-triazol-1-yl)-[1,2,4]Triazolo[1,5-c]Pyrimidin-5-amine N1(N=NC=C1)C1=CC=2N(C(=N1)N)N=CN2